(R)-4-(2,2-dimethyl-4-(1-oxo-1-((5-(pyridin-3-yloxy)pyridin-2-yl)amino)propan-2-yl)piperazine-1-carbonyl)pyridine 1-oxide CC1(N(CCN(C1)[C@@H](C(NC1=NC=C(C=C1)OC=1C=NC=CC1)=O)C)C(=O)C1=CC=[N+](C=C1)[O-])C